NCCCCNC(C1=NC=C(C=C1C#N)NC(=O)C=1C=NN(C1C(F)(F)F)C1=CN=CC2=CC=CC=C12)=O N-(4-aminobutyl)-3-cyano-5-(1-(isoquinolin-4-yl)-5-(trifluoromethyl)-1H-pyrazole-4-carboxamido)picolinamide